3-bromobenzyl-2,5-dihydroxybenzoate BrC=1C=C(COC(C2=C(C=CC(=C2)O)O)=O)C=CC1